benzyl (R)-4-(1-(1-(tert-butoxycarbonyl)piperidin-4-yl)ethyl)piperazine-1-carboxylate C(C)(C)(C)OC(=O)N1CCC(CC1)[C@@H](C)N1CCN(CC1)C(=O)OCC1=CC=CC=C1